(1S,2S)-2-fluoro-2-vinylcyclopropane-1-carboxylic acid F[C@]1([C@@H](C1)C(=O)O)C=C